2-(ethoxymethyl)-1-(4-(piperazin-1-ylmethyl)benzyl)-1H-imidazo[4,5-d]thieno[3,2-b]pyridin-4-amine C(C)OCC1=NC=2C(=C3C(=NC2N)C=CS3)N1CC1=CC=C(C=C1)CN1CCNCC1